C1(CC1)C1=NN(C(=C1)NC(=O)C1=CSC=2CN(CCC21)CC=2C=C1C(=NC2)NN=C1C)C N-(3-cyclopropyl-1-methyl-1H-pyrazol-5-yl)-6-((3-methyl-1H-pyrazolo[3,4-b]pyridin-5-yl)methyl)-4,5,6,7-tetrahydrothieno[2,3-c]pyridine-3-carboxamide